C(C)(C)OC1=CC2=C(N=C(S2)N)C=C1 6-isopropoxy-1,3-benzothiazol-2-amine